4-(5-Chloro-2-((1-cyclopropyl-1H-pyrazol-4-yl)amino)pyrimidin-4-yl)-2-fluorobenzoic Acid ClC=1C(=NC(=NC1)NC=1C=NN(C1)C1CC1)C1=CC(=C(C(=O)O)C=C1)F